BrC=1C=CC2=C(CN(S2(=O)=O)C2CC2)C1F 5-bromo-2-cyclopropyl-4-fluoro-2,3-dihydrobenzo[d]isothiazole 1,1-dioxide